N-(3-(4,4-difluoropiperidin-1-yl)-5-methoxyphenyl)-4-(ethylsulfanyl)-5-methyl-2-(6-azaspiro[2.5]oct-6-yl)benzamide FC1(CCN(CC1)C=1C=C(C=C(C1)OC)NC(C1=C(C=C(C(=C1)C)SCC)N1CCC2(CC2)CC1)=O)F